(E)-N-(2-chloro-3-fluorophenyl)-2-(hydroxyimino)acetamide 3-methyl-6-n-propylcyclohexane-1,2-dicarboxylate CC1C(C(C(CC1)CCC)C(=O)O)C(=O)O.ClC1=C(C=CC=C1F)NC(/C=N/O)=O